3-bromo-N-(8-methyl-2-oxo-3,4-dihydro-1H-quinolin-6-yl)pyridine-4-carboxamide BrC=1C=NC=CC1C(=O)NC=1C=C2CCC(NC2=C(C1)C)=O